thiazoleamidocyclohexane S1C(=NC=C1)C(=O)NC1CCCCC1